BrC1=CC=C(C=C1)[C@H]1N([C@@H](CC1)CNS(=O)(=O)C=1C=2C=CN=CC2C=CC1)C(=O)OC(C)(C)C tert-Butyl (2S,5S)-2-(4-bromophenyl)-5-((isoquinoline-5-sulfonamido)methyl)pyrrolidine-1-carboxylate